2-methoxycyclohexane COC1CCCCC1